10-[2,4-Diamino-3-[4-[3-(4-fluorophenyl)-3-oxoprop-1-enyl]phenyl]phenoxy]-10-oxodecanoic acid NC1=C(OC(CCCCCCCCC(=O)O)=O)C=CC(=C1C1=CC=C(C=C1)C=CC(=O)C1=CC=C(C=C1)F)N